(1R,3aS,10aR)-1-{(1E,3ξ)-3-[1-(2-fluorophenyl)cyclopropyl]-3-hydroxy-1-propen-1-yl}-2,3,3a,9,10,10a-hexahydro-1H-benzo[b]cyclopenta[f]oxepin-6-carboxylic acid FC1=C(C=CC=C1)C1(CC1)C(/C=C/[C@H]1CC[C@H]2[C@@H]1CCC1=C(O2)C=C(C=C1)C(=O)O)O